C(CCC)OC(=O)N1CCC(CC1)NC1=CC=C(C=C1)Br butyl-4-((4-bromophenyl)amino)piperidine-1-carboxylate